N1CC(C1)CC1=CN=C(S1)[C@H]1N([C@@H](CC2=C1NC1=CC=CC=C21)C)CC(CO[Si](C2=CC=CC=C2)(C2=CC=CC=C2)C(C)(C)C)(F)F 5-(azetidin-3-ylmethyl)-2-((1S,3R)-2-(3-((tert-butyldiphenylsilyl)oxy)-2,2-difluoropropyl)-3-methyl-2,3,4,9-tetrahydro-1H-pyrido[3,4-b]indol-1-yl)thiazole